6,10,10b-trihydroxy-3,4a,7,7,10a-pentamethyl-1-oxo-3-vinyldodecahydro-1H-benzo[f]chromen-5-yl acetate C(C)(=O)OC1C(C2C(C3(C(CC(OC13C)(C=C)C)=O)O)(C(CCC2(C)C)O)C)O